1-(4-methoxybenzyl)-3-(2-(2-methyl-2-(m-tolyl)propanoyl)-2-azaspiro[3.3]heptan-6-yl)urea COC1=CC=C(CNC(=O)NC2CC3(CN(C3)C(C(C)(C=3C=C(C=CC3)C)C)=O)C2)C=C1